methyl 4-(5-chloro-2-methoxy-4-(methylsulfonyl)phenyl)-6-methylnicotinate ClC=1C(=CC(=C(C1)C1=CC(=NC=C1C(=O)OC)C)OC)S(=O)(=O)C